BrC=1C=C2C(=NC1)N=C(S2)NC(C2=CN=C(C=C2C2=C(C=C(C=C2)OC)OC)C)=O N-(6-bromothiazolo[4,5-b]pyridin-2-yl)-4-(2,4-dimethoxyphenyl)-6-methylnicotinamide